3-methyl-1H-imidazol-3-ium Iodide [I-].C[N+]1=CNC=C1